C(C)NC1=CC(=C2C(=N1)N(N=C2)C)NCC2=CC=C(C=C2)S(=O)(=O)N 4-(((6-(Ethylamino)-1-methyl-1H-pyrazolo[3,4-b]pyridin-4-yl)amino)methyl)-benzenesulfonamide